6-Fluoro-7-(piperidin-1-yl)-3-(pyridin-3-yl)quinoxaline-2-carbonitrile-1,4-dioxide FC1=CC2=[N+](C(=C([N+](=C2C=C1N1CCCCC1)[O-])C#N)C=1C=NC=CC1)[O-]